C(CCCCCCCCCCCCCCCCCCC)[S+](CC)CC n-eicosyl-diethyl-sulfonium